ClC1=CC=NC(=C1C(=O)NCC=1C=NC(=CC1)OC)OCC 4-chloro-2-ethoxy-N-((6-methoxypyridin-3-yl)methyl)nicotinamide